F[Si](C=C)(C=C)F difluorodivinyl-silane